FC1=CC=C(CC2=CC3=C(OC[C@@H](N3C(=O)OCC3=CC=CC=C3)C)N=C2NC(C(C)C)=O)C=C1 benzyl (S)-7-(4-fluorobenzyl)-6-isobutyramido-2-methyl-2,3-dihydro-1H-pyrido[2,3-b][1,4]oxazine-1-carboxylate